tert-butyl 4-(2-(p-toluenesulfonyl)ethyl)piperidine-1-carboxylate CC1=CC=C(C=C1)S(=O)(=O)CCC1CCN(CC1)C(=O)OC(C)(C)C